(tert-Butoxycarbonyl)isoindoline-4-carboxylic acid C(C)(C)(C)OC(=O)C1NCC=2C(=CC=CC12)C(=O)O